N-(2-(5-methoxy-7-methyl-1H-indol-3-yl)ethyl)-N-methylpropan-1-amine COC=1C=C2C(=CNC2=C(C1)C)CCN(CCC)C